Cl.C1(=CC=CC=C1)C=1NC2=CC=CC=C2C1 2-phenyl-indole hydrochloride